C(C)OC=1C=C(C=2N(C1)N=CC2C#N)C=2C=NC(=CC2)N2CCN(CC2)C(=O)C2=NC=C(C=C2)C#CC 6-ethoxy-4-(6-(4-(5-(prop-1-yn-1-yl)pyridylcarbonyl)piperazin-1-yl)pyridin-3-yl)pyrazolo[1,5-a]pyridine-3-carbonitrile